C(#N)C(CCC(=O)O)(C)SC(=S)SCC 4-cyano-4-[ethylthio(thiocarbonyl)thio]pentanoic acid